(2E)-3-phenyl-2-propene C1(=CC=CC=C1)/C=C/C